N-(7-fluoro-2-methyl-indazol-5-yl)-2-methoxy-7-[(3R)-3-(methylamino)pyrrolidin-1-yl]-1,3-benzothiazole-4-carboxamide FC1=CC(=CC2=CN(N=C12)C)NC(=O)C=1C=CC(=C2C1N=C(S2)OC)N2C[C@@H](CC2)NC